C/C(/C(=O)NCCCCNC(OC(C)(C)C)=O)=C\C tert-butyl (e)-(4-(2-methylbut-2-enamido)butyl)carbamate